5a-pregnane CC[C@H]1CC[C@H]2[C@@H]3CC[C@H]4CCCC[C@]4(C)[C@H]3CC[C@]12C